methyl 2-((4-((R)-2-(4-cyanophenyl)-2,3-dihydrobenzo[b][1,4]dioxin-5-yl) piperidin-1-yl) methyl)-1-((3S,4S)-4-hydroxytetrahydrofuran-3-yl)-1H-benzo[d]imidazole-6-carboxylate C(#N)C1=CC=C(C=C1)[C@@H]1COC2=C(O1)C=CC=C2C2CCN(CC2)CC2=NC1=C(N2[C@H]2COC[C@H]2O)C=C(C=C1)C(=O)OC